8-chloro-6-(((6-methoxy-2-methylpyridin-3-yl)(1-(1-(trifluoromethyl)cyclopropyl)-1H-1,2,3-triazol-4-yl)methyl)amino)-4-(neopentylamino)quinoline-3-carbonitrile ClC=1C=C(C=C2C(=C(C=NC12)C#N)NCC(C)(C)C)NC(C=1N=NN(C1)C1(CC1)C(F)(F)F)C=1C(=NC(=CC1)OC)C